CC1=C(C(=C(C1([Hf]C=1C(C2=CC(=C(C=C2C1)C)C)C(C)C)C)C)C)C pentamethylcyclopentadienyl(1-isopropyl-5,6-dimethylindenyl)hafnium